4-bromo-2-(2,2,2-trifluoroethoxy)pyridine BrC1=CC(=NC=C1)OCC(F)(F)F